4-(bis(4H-benzo[d][1,3]dioxin-6-yl)methyl)-N,N-diethylpiperazine-1-carboxamide O1COCC2=C1C=CC(=C2)C(N2CCN(CC2)C(=O)N(CC)CC)C2=CC1=C(OCOC1)C=C2